FC(OC1=NC(=CC=C1NC(=O)C1(CCC(CC1)(C(=O)O)C([2H])([2H])[2H])C1=C(C=CC=C1)C(C)C)OC)F (1s,4s)-4-((2-(difluoromethoxy)-6-methoxypyridin-3-yl)carbamoyl)-4-(2-isopropylphenyl)-1-(methyl-d3)cyclohexane-1-carboxylic acid